chloro-[3-(1,3-dioxolan-2-yl)propyl]magnesium Cl[Mg]CCCC1OCCO1